(1R,2S,5S)-3-(2-(3-acetyl-7-cyclopropyl-5-(2-methylpyrimidin-5-yl)-1H-indazol-1-yl)acetyl)-N-(6-bromo-5-fluoro-3-methylpyridin-2-yl)-3-azabicyclo[3.1.0]hexane-2-carboxamide C(C)(=O)C1=NN(C2=C(C=C(C=C12)C=1C=NC(=NC1)C)C1CC1)CC(=O)N1[C@@H]([C@@H]2C[C@@H]2C1)C(=O)NC1=NC(=C(C=C1C)F)Br